methyl 2-[6-[bis[(4-methoxyphenyl)methyl]amino]-3-pyridyl]-2-methyl-propanoate COC1=CC=C(C=C1)CN(C1=CC=C(C=N1)C(C(=O)OC)(C)C)CC1=CC=C(C=C1)OC